α-D-glucose 6-sulfate S(=O)(=O)(O)OC[C@@H]1[C@H]([C@@H]([C@H]([C@@H](O)O1)O)O)O